CC1=C(C(=C(C=C1CCC1=CC=CC=C1)O)C1C(CCC=C1)C(=C)C)O methyl-4-phenethyl-2'-(prop-1-en-2-yl)-1',2',3',4'-tetrahydro-[1,1'-biphenyl]-2,6-diol